C(=CC)OOOCC[SiH3] propenyl-trioxyethyl-silane